NCC(CCC(=O)OCCCCCCC)=O 5-aminolevulinic acid, heptyl ester